S1C(=NC=C1)CCC (2E)-3-(1,3-thiazol-2-yl)propan